NC1=NC(=C2N=CN(C2=N1)CC1=C(C=C(C=C1)N)F)C=1C=C(C#N)C=CC1 3-(2-amino-9-(4-amino-2-fluorobenzyl)-9H-purin-6-yl)benzonitrile